ClC1=C(C(=CC=C1)F)N1CN(C2=CC(=C(C=C2C1=O)F)N1N=C(N(C1=O)CC)CO)[C@@H](C)C1CCCCC1 (S)-3-(2-Chloro-6-fluorophenyl)-1-(1-cyclohexylethyl)-7-(4-ethyl-3-(hydroxymethyl)-5-oxo-4,5-dihydro-1H-1,2,4-triazol-1-yl)-6-fluoro-2,3-dihydroquinazolin-4(1H)-one